ClC1=NC=C(C=C1NS(=O)(=O)C)C=1C=C2C(=NC=NC2=CC1)NC1(CC1)C1=CC=CC=C1 N-(2-chloro-5-(4-((1-phenylcyclopropyl)amino)quinazolin-6-yl)pyridin-3-yl)methanesulfonamide